FC(C1=NN=C(O1)C=1C=CC(=NC1)CN1C(C2=CC=C(C=C2C(C1=O)(C)C)N1CCOCC1)=O)F 2-((5-(5-(difluoromethyl)-1,3,4-oxadiazole-2-yl)pyridine-2-yl)methyl)-4,4-dimethyl-6-morpholinoisoquinoline-1,3(2H,4H)-dione